2-(1-(3-chlorophenyl)-1H-pyrazol-3-yl)-N-(5-cyclopropyl-1H-pyrazol-3-yl)propanamide ClC=1C=C(C=CC1)N1N=C(C=C1)C(C(=O)NC1=NNC(=C1)C1CC1)C